C1(=CC=CC=C1)C1=CC=CC2=C1C1=C(O2)C=C(C=C1)B(O)O (9-Phenyldibenzo[b,d]furan-3-yl)boronic acid